C(C(C)C)(=O)NC1=C(C(=C(O)C=C1)C=1SC=CN1)O isobutyramidothiazolylresorcinol